COC1=C(CC(N)C)C=C(C(=C1)OC)SC 2,4-dimethoxy-5-methylthio-amphetamine